SC1=CCOC2=C3CCCN4C3=C(C=C21)CCC4 9-sulfydryl-2,3,6,7-tetrahydro-1H,5H,11H-pyrano[2,3-f]pyrido[3,2,1-ij]quinoline